C1(CC1)C1=CC2=C(N=CC=C2N[C@@H]2CCCC3=CC=CC=C23)N1 (R)-2-CYCLOPROPYL-N-(1,2,3,4-TETRAHYDRONAPHTHALEN-1-YL)-1H-PYRROLO[2,3-B]PYRIDIN-4-AMINE